dipalmitoyl-rac-glycerol C(CCCCCCCCCCCCCCC)(=O)C(C(C(O)C(CCCCCCCCCCCCCCC)=O)O)O